(R)-2-thioxothiazolidine-4-carboxylic acid S=C1SC[C@H](N1)C(=O)O